C(C)(=O)N1[C@H]2CC(C[C@@H]1CC2)N2N=CC(=C2C)C=2C=C(C=1N(C2)N=CC1C#N)SC1=C(C=C(C=C1)F)C#N 6-(1-((1R,3s,5S)-8-acetyl-8-azabicyclo[3.2.1]octan-3-yl)-5-methyl-1H-pyrazol-4-yl)-4-((2-cyano-4-fluorophenyl)thio)pyrazolo[1,5-a]pyridine-3-carbonitrile